N-(4-(chlorodifluoromethoxy)phenyl)-7-ethynyl-1-isopropyl-1H-benzo[d]Imidazole-5-carboxamide ClC(OC1=CC=C(C=C1)NC(=O)C1=CC2=C(N(C=N2)C(C)C)C(=C1)C#C)(F)F